ClC1=CC2=C([C@@]3(OCC2)C[C@H](NCC3)C3=CC(=NO3)C)S1 (2S,4S)-2'-chloro-2-(3-methylisoxazol-5-yl)-4',5'-dihydrospiro[piperidine-4,7'-thieno[2,3-c]pyran]